ClC1=CC(=NC=N1)C=1C=NC=2N(C1)N=CC2 6-(6-Chloropyrimidin-4-yl)pyrazolo[1,5-a]pyrimidine